BrC=1C(=NC(=NC1)NC1=C(C=C(C=C1)N1CCN(CC1)C)CC)NCCCNC(=O)N1CCCC1 N-(3-((5-bromo-2-((2-ethyl-4-(4-methylpiperazin-1-yl)phenyl)amino)pyrimidin-4-yl)amino)propyl)pyrrolidine-1-carboxamide